BrC1=C2C=NN(C2=C(C(=C1)F)OC)CCO 2-(4-bromo-6-fluoro-7-methoxy-1H-indazol-1-yl)ethan-1-ol